COC1=CC=C(C=C1)C=1C(=NC=NC1)N 5-(4-methoxyphenyl)pyrimidin-4-amine